ClC=1C=C2C(=CC(=NC2=CC1)C(F)(F)F)N[C@@H]1C[C@@H](CCC1)NC(C1=C(C=CC=C1)NC)=O N-[(1R,3S)-3-{[6-chloro-2-(trifluoromethyl)quinolin-4-yl]amino}cyclohexyl]-2-(methylamino)benzamide